S1C2=C(C=C1C1C(C(OC1C1=CC=C(C=C1)Br)=O)=C)C=CC=C2 4-(benzo[b]thiophen-2-yl)-5-(4-bromophenyl)-3-methylenedihydrofuran-2(3H)-one